FC(C=1C=C(C=C(C1)C(F)(F)F)[C@@H](C)N(C(=O)N1[C@H](C[C@H](CC1)N1C[C@H]2N(CC1)C(CC2)=O)C2=C(C=C(C=C2)F)C)C)(F)F 2-(R)-(4-Fluoro-2-methyl-phenyl)-4-(S)-((8aS)-6-oxohexahydro-pyrrolo[1,2-a]pyrazin-2-yl)-piperidine-1-carboxylic acid [1-(R)-(3,5-bis-trifluoromethyl-phenyl)ethyl]methylamide